6-(6-ethoxypyridin-3-yl)-N-((3-methoxyphenyl)methoxy-d2)pyrazine-2-carboxamide C(C)OC1=CC=C(C=N1)C1=CN=CC(=N1)C(=O)NOC([2H])([2H])C1=CC(=CC=C1)OC